di-(4-nitrophenyl) diselenide [N+](=O)([O-])C1=CC=C(C=C1)[Se][Se]C1=CC=C(C=C1)[N+](=O)[O-]